5-(4-ethoxyphenyl)thianthrenium C(C)OC1=CC=C(C=C1)[S+]1C=2C=CC=CC2SC2=CC=CC=C12